3-((7-bromo-4-oxoquinazolin-3(4H)-yl)methyl)benzoic acid BrC1=CC=C2C(N(C=NC2=C1)CC=1C=C(C(=O)O)C=CC1)=O